OC1=C(C=C(C=C1)NC(=O)C1CCC(CC1)C1=CC=CC=C1)S(=O)(=O)C N-(4-hydroxy-3-(methylsulfonyl)phenyl)-4-phenylcyclohexane-1-carboxamide